C(C)C1(CCCCC1)OC(=O)C1=C2C=CC=C(C2=CC=C1)C1C2C=CC(C1)C2 5-(5-(1-ethylcyclohexyloxycarbonyl)naphthyl)-bicyclo[2.2.1]Hept-2-ene